C(#N)C1=CC=C(C=C1)N1[C@H](CCC1)C=1N=C(SC1)NC(=O)C=1N(C=CC1)CC1=CC(=NC=C1)F N-[4-[(2R)-1-(4-cyanophenyl)pyrrolidin-2-yl]-1,3-thiazol-2-yl]-1-[(2-fluoropyridin-4-yl)methyl]Pyrrole-2-carboxamide